C1(CC1)C=1N=C(C2=C(N1)OC(=C2C(=O)N)C)NC2(CC2)C (1-cyclopropyl)-6-methyl-4-[(1-methylcyclopropyl)amino]furo[2,3-d]pyrimidine-5-carboxamide